2,2-bis[4-(4-amino-3-carboxyphenoxy)phenyl]hexafluoropropane NC1=C(C=C(OC2=CC=C(C=C2)C(C(F)(F)F)(C(F)(F)F)C2=CC=C(C=C2)OC2=CC(=C(C=C2)N)C(=O)O)C=C1)C(=O)O